N-(2-formyl-3-hydroxyphenyl)acetamide C(=O)C1=C(C=CC=C1O)NC(C)=O